FC(C=1N=CC=2N(C1)C(=CN2)C2=NC=CC(=N2)N2CC(CCC2)CNS(N)(=O)=O)F 6-(difluoromethyl)-3-[4-[3-[(sulfamoylamino)methyl]-1-piperidinyl]pyrimidin-2-yl]imidazo[1,2-a]pyrazine